[Br-].CC1=CC=CC=C1C 2,3-dimethylbenzene bromide